C(C)(C)(CC)OOC1(C(CCCC1)C)OOC(C)(C)CC 1,1-di(tert-amyl-peroxy)-2-methylcyclohexane